2-(N-(4-(2-(2-(4,4-difluoropiperidin-1-yl)-6-methylpyrimidin-4-yl)-2H-1,2,3-triAzol-4-yl)-3-(6-azaspiro[2.5]octan-6-yl)phenyl)sulfamoyl)acetate FC1(CCN(CC1)C1=NC(=CC(=N1)N1N=CC(=N1)C1=C(C=C(C=C1)NS(=O)(=O)CC(=O)[O-])N1CCC2(CC2)CC1)C)F